difluorobromomethyl-trimethyl-silane FC([Si](C)(C)CBr)F